N-(3-(3-bromo-6-methanesulfonyl-9H-carbazol-9-yl)-2-fluoropropyl)-3-methoxyaniline BrC=1C=CC=2N(C3=CC=C(C=C3C2C1)S(=O)(=O)C)CC(CNC1=CC(=CC=C1)OC)F